C(C)OC(C[C@H](NC([C@H](CC(C)C)NC(=O)C=1C=CC=C2C=CC=NC12)=O)C=1C=C(C=C(C1F)F)C1=C(C=CC=C1C)C)=O.BrC=1C=C2C(=NC=NC2=CC1)OC=1C=C(C=CC1)C(C(=O)N)=C (3-((6-bromoquinazolin-4-yl)oxy)phenyl)acrylamide ethyl-(3S)-3-{4,5-difluoro-2',6'-dimethyl-[1,1'-biphenyl]-3-yl}-3-[(2S)-4-methyl-2-[(quinolin-8-yl)formamido]pentanamido]propanoate